(2-(Diethylamino)-2-oxoethyl)zinc C(C)N(C(C[Zn])=O)CC